C(C)OC(=O)C1CCN(CC1)C1=C(C=C(C=C1)Br)F 1-(4-bromo-2-fluorophenyl)piperidine-4-carboxylic acid ethyl ester